O=S1(CC(CC1)CCN1C2=C(OCC1=O)C=CC(=C2)C(=O)NO)=O 4-(2-(1,1-dioxidotetrahydrothiophen-3-yl)ethyl)-N-hydroxy-3-oxo-3,4-dihydro-2H-benzo[b][1,4]oxazine-6-carboxamide